tri[bis(trimethylsilyl)amino]lanthanum C[Si](C)(C)N([Si](C)(C)C)[La](N([Si](C)(C)C)[Si](C)(C)C)N([Si](C)(C)C)[Si](C)(C)C